3-(4-(2-(dimethylamino)ethyl)-1,3-dioxolan-2-yl)propanoic acid hydrochloride Cl.CN(CCC1OC(OC1)CCC(=O)O)C